N-((1-(4-carbamoylbenzyl)piperidin-4-yl)methyl)-5-(2,4-difluorophenyl)isoxazole-3-carboxamide C(N)(=O)C1=CC=C(CN2CCC(CC2)CNC(=O)C2=NOC(=C2)C2=C(C=C(C=C2)F)F)C=C1